sodium 1,4-naphthalenedicarboxylate C1(=CC=C(C2=CC=CC=C12)C(=O)[O-])C(=O)[O-].[Na+].[Na+]